tert-butyl 3-(1-benzyl-2,5-dioxopyrrolidin-3-yl)-1H-pyrrole-1-carboxylate C(C1=CC=CC=C1)N1C(C(CC1=O)C1=CN(C=C1)C(=O)OC(C)(C)C)=O